4-(1-(2-(tert-butoxycarbonyl)-2-azaspiro[3.3]heptan-6-yl)-4-(5-chloro-6-methyl-1-(tetrahydro-2H-pyran-2-yl)-1H-indazol-4-yl)-5-methyl-1H-pyrazol-3-yl)benzoic acid C(C)(C)(C)OC(=O)N1CC2(C1)CC(C2)N2N=C(C(=C2C)C2=C1C=NN(C1=CC(=C2Cl)C)C2OCCCC2)C2=CC=C(C(=O)O)C=C2